C=1N=CN2C1C1=CC=CC=C1[C@H]2[C@H]2[C@H](CC2(C)C)O (1S,2S)-2-((R)-5H-imidazo[5,1-a]isoindol-5-yl)-3,3-dimethylcyclobutan-1-ol